[W].[Al].[Au].[Cu] copper gold aluminum tungsten